tert-Butyl 4-[{[2-chloro-5-(methoxycarbonyl)phenyl]methyl}(methyl)amino]piperidine-1-carboxylate ClC1=C(C=C(C=C1)C(=O)OC)CN(C1CCN(CC1)C(=O)OC(C)(C)C)C